NC(C(=O)O)CCCCC 2-aminoheptanic acid